(3-amino-5-{[2-(trifluoromethoxy)phenyl]sulfonyl}pyridin-2-yl)[3-hydroxy-3-(trifluoromethyl)azetidin-1-yl]methanone NC=1C(=NC=C(C1)S(=O)(=O)C1=C(C=CC=C1)OC(F)(F)F)C(=O)N1CC(C1)(C(F)(F)F)O